O=C1N(C(C2=CC=CC=C12)=O)C1=[N+](C=C(C(=C1)C)F)[O-] 2-(1,3-dioxoisoindolin-2-yl)-5-fluoro-4-methylpyridine-1-oxide